1-[(3S)-3-methyl-4-[8-({3-methyl-4-[(1-methyl-1,3-benzodiazol-5-yl)oxy]phenyl}amino)-[1,3]diazino[5,4-d]pyrimidin-2-yl]piperazin-1-yl]prop-2-en-1-one C[C@H]1CN(CCN1C=1N=CC2=C(N1)C(=NC=N2)NC2=CC(=C(C=C2)OC2=CC1=C(N(C=N1)C)C=C2)C)C(C=C)=O